1-FLUORO-2-ISOCYANOBENZENE FC1=C(C=CC=C1)[N+]#[C-]